2,6-di-tertiary butyl-4-isopropyl-phenol C(C)(C)(C)C1=C(C(=CC(=C1)C(C)C)C(C)(C)C)O